5-(1-(3,3-difluorocyclobutyl)-1H-benzo[d][1,2,3]triazol-6-yl)-6-fluoro-N-((3R,4R)-3-fluoro-1-(oxetan-3-yl)piperidin-4-yl)-4-methoxypyrrolo[2,1-f][1,2,4]triazin-2-amine FC1(CC(C1)N1N=NC2=C1C=C(C=C2)C=2C(=CN1N=C(N=C(C12)OC)N[C@H]1[C@@H](CN(CC1)C1COC1)F)F)F